CO[C@@H]1C[C@@H](NC1)C(=O)N(C1=CC=C(C=C1)S(F)(F)(F)(F)F)C(C(=O)NC=1C=NC(=CC1)OC)C=1C=NC=CC1 (2R,4R)-4-methoxy-N-[2-[(6-methoxy-3-pyridyl)amino]-2-oxo-1-(3-pyridyl)ethyl]-N-[4-(pentafluoro-λ6-sulfanyl)phenyl]pyrrolidine-2-carboxamide